(2,6-difluorophenyl)(methyl)((6-(5-(trifluoromethyl)-1,2,4-oxadiazol-3-yl)pyridin-3-yl)imino)-λ6-sulfanone FC1=C(C(=CC=C1)F)S(=O)(=NC=1C=NC(=CC1)C1=NOC(=N1)C(F)(F)F)C